ClC1=NC=C(C(=N1)OC1=NC=2C=CC3=C(C2N=C1)C1=C(S3)C(N[C@@H](CN1)C)=O)CN1C(C(CC1)(C)C)=O (R)-3-((2-chloro-5-((3,3-dimethyl-2-oxopyrrolidin-1-yl)methyl)pyrimidin-4-yl)oxy)-10-methyl-9,10,11,12-tetrahydro-8H-[1,4]diazepino[5',6':4,5]thieno[3,2-f]quinoxalin-8-one